(2R,3S,4R,5R)-2-(2-(2-Amino-3-bromochinolin-7-yl)ethyl)-2-methyl-5-(4-(methylamino)-7H-pyrrolo[2,3-d]pyrimidin-7-yl)tetrahydrothiophen-3,4-diol NC1=NC2=CC(=CC=C2C=C1Br)CC[C@]1(S[C@H]([C@@H]([C@@H]1O)O)N1C=CC2=C1N=CN=C2NC)C